CC=1C=C(C(=O)[O-])C=CC1 3-methylbenzoate